N-[4-(2,4-difluorophenoxy)-3-(5-methyl-4-oxo-[1,3]oxazolo[4,5-c]pyridin-7-yl)phenyl]ethanesulfonamide FC1=C(OC2=C(C=C(C=C2)NS(=O)(=O)CC)C=2C3=C(C(N(C2)C)=O)N=CO3)C=CC(=C1)F